COCOC1=C(C=CC=C1)C1=CC2=C(N=N1)NC1=C2[C@H](N(CC1)C=1N=CC(=NC1)C1CCN(CC1)C(=O)OC(C)(C)C)C (R)-tert-butyl 4-(5-(3-(2-(methoxymethoxy)phenyl)-5-methyl-7,8-dihydro-5H-pyrido[3',4':4,5]pyrrolo[2,3-c]pyridazin-6(9H)-yl)pyrazin-2-yl)piperidine-1-carboxylate